(rac)-(6-(3-(Difluoromethoxy)-5-methylphenyl)-2-azaspiro[3.4]octan-2-yl)((1s,3s)-3-hydroxy-3-methylcyclobutyl)methanon FC(OC=1C=C(C=C(C1)C)[C@H]1CC2(CN(C2)C(=O)C2CC(C2)(C)O)CC1)F |r|